2,6-dimethyl-3,5-octadien-2-ol CC(C)(C=CC=C(CC)C)O